Tert-butyl 3-[2-(tert-butoxycarbonylamino)ethylamino]-6-chloro-spiro[indane-1,4'-piperidine]-1'-carboxylate C(C)(C)(C)OC(=O)NCCNC1CC2(CCN(CC2)C(=O)OC(C)(C)C)C2=CC(=CC=C12)Cl